Methyl (2E,4E)-6-oxo-2,4-hexadienoate O=C/C=C/C=C/C(=O)OC